((2-(((2S)-1-((2S)-2-(2-(3-chloro-4-fluorophenyl)morpholine-4-carbonyl)pyrrolidin-1-yl)-3,3-dimethyl-1-oxobutan-2-yl)carbamoyl)benzo[b]thiophen-5-yl)difluoromethyl)phosphonic acid ClC=1C=C(C=CC1F)C1CN(CCO1)C(=O)[C@H]1N(CCC1)C([C@H](C(C)(C)C)NC(=O)C1=CC2=C(S1)C=CC(=C2)C(F)(F)P(O)(O)=O)=O